N-(pinan-10-yl)amid C12C(CCC(C1(C)C)C2)C[NH-]